N=S1(CCC(CC1)NCC1=CC=NC2=CC(=CC=C12)OC)=O 1-imino-4-(((7-methoxyquinolin-4-yl)methyl)amino)hexahydro-1λ6-thiopyran 1-oxide